tert-butyl 7-[2-(2,8-dimethylimidazo[1,2-b]pyridazin-6-yl)-5-oxo-1,6-naphthyridin-6-yl]-4-azaspiro[2.5]octane-4-carboxylate CC=1N=C2N(N=C(C=C2C)C2=NC=3C=CN(C(C3C=C2)=O)C2CCN(C3(CC3)C2)C(=O)OC(C)(C)C)C1